O1CCOC12CC=C(CC2)C=2C=CC=C1C(=NN(C21)C)N2C(NC(CC2)=O)=O 1-[7-(1,4-dioxaspiro[4.5]dec-7-en-8-yl)-1-methyl-indazol-3-yl]hexahydropyrimidine-2,4-dione